CC=1N=CSC1N1CC(CCC1)=O 1-(4-methylthiazol-5-yl)piperidin-3-one